1-((3S,4R)-4-(3,4-difluorophenyl)-1-(3-(trifluoromethyl)-1H-pyrazol-4-yl)pyrrolidin-3-yl)-3-(3-ethoxy-4-methyl-1-phenyl-1H-pyrazol-5-yl)urea FC=1C=C(C=CC1F)[C@H]1[C@@H](CN(C1)C=1C(=NNC1)C(F)(F)F)NC(=O)NC1=C(C(=NN1C1=CC=CC=C1)OCC)C